1-(2,4-dichlorophenyl)piperidin-4-ol ClC1=C(C=CC(=C1)Cl)N1CCC(CC1)O